CC(S(=O)[O-])C.[I+] iodine dimethylmethanesulfinate